FC1=C(C=C(OCCCCCO)C=C1)B1OC(C(O1)(C)C)(C)C 5-(4-fluoro-3-(4,4,5,5-tetramethyl-1,3,2-dioxaborolane-2-yl)phenoxy)pentan-1-ol